ClC=1C(=C(C(=CC1)C(F)F)C=1N=C2C(=NC1)C(OC2=O)(C)C)F 3-(3-Chloro-6-(difluoromethyl)-2-fluorophenyl)-7,7-dimethylfuro[3,4-b]pyrazin-5(7H)-one